3-(1-isopropyl-4-(trifluoromethyl)-1H-imidazol-2-yl)bicyclo[1.1.1]pentane-1-carboxylic acid methyl ester COC(=O)C12CC(C1)(C2)C=2N(C=C(N2)C(F)(F)F)C(C)C